FC1=C(C=C(C(=C1[C@H](CC(=O)O)NC([C@H](CC(C)C)N1C(N=C(C(=C1)CCN1CC(C1)(C)F)C)=O)=O)F)C)C1=C(C=CC=C1C)C (S)-3-(2,4-difluoro-2',5,6'-trimethyl-[1,1'-biphenyl]-3-yl)-3-((S)-2-(5-(2-(3-fluoro-3-methylazetidin-1-yl)ethyl)-4-methyl-2-oxopyrimidin-1(2H)-yl)-4-methylpentanamido)propanoic acid